Cl.C1(CC1)[C@H](C)N (S)-1-Cyclopropylethylamine hydrochloride